CC=1N(C(=CC1)C)C1=C(C(=C(C=N1)OC1=CC=2N(C=C1)N=CN2)C)F 7-((6-(2,5-dimethyl-1H-pyrrol-1-yl)-5-fluoro-4-methylpyridin-3-yl)oxy)-[1,2,4]triazolo[1,5-a]pyridine